[N+](=O)([O-])C=1C=CC(=NC1NC1=NC=NC=C1)N1[C@H]2CN([C@@H](C1)C2)C(=O)OC(C)(C)C Tert-butyl (1R,4R)-5-{5-nitro-6-[(pyrimidin-4-yl)amino]pyridin-2-yl}-2,5-diazabicyclo[2.2.1]heptane-2-carboxylate